3-[benzyloxycarbonyl-(2-cyanoethyl)amino]oxetane-3-carboxylic acid C(C1=CC=CC=C1)OC(=O)N(C1(COC1)C(=O)O)CCC#N